C(C)(=O)C1=CC=C(C(=C1)C1=CC=C(C=C1)OC)C#N 5-acetyl-4'-methoxy-[1,1'-biphenyl]-2-carbonitrile